perfluoroglutaric anhydride FC1(C(=O)OC(C(C1(F)F)(F)F)=O)F